(R)-1-benzyl-5-oxopiperidine-2-carboxylate C(C1=CC=CC=C1)N1[C@H](CCC(C1)=O)C(=O)[O-]